N-((5-(5-(difluoromethyl)-1,3,4-oxadiazol-2-yl)thiazol-2-yl)methyl)pyridin-3-amine FC(C1=NN=C(O1)C1=CN=C(S1)CNC=1C=NC=CC1)F